Cl.NCC(=O)NCCS(=O)(=O)NC=1C=C(C=CC1O)NC(=O)C1=CC=C(C=C1)C1=CC=C(C=C1)C(F)(F)F N-(3-((2-(2-Aminoacetamido)ethyl)sulfonamido)-4-hydroxyphenyl)-4'-(trifluoromethyl)-[1,1'-biphenyl]-4-carboxamide hydrochloride